N1=CC=C(C=C1)OC1C2CN(C(C1)C2)C(=O)OC(C)(C)C tert-butyl 5-(4-pyridyloxy)-2-azabicyclo[2.2.1]heptane-2-carboxylate